methyl 5-nitrobenzoimidazole-2-carbamate [N+](=O)([O-])C1=CC2=C(N=C(N2)NC(=O)OC)C=C1